(6aS)-3-bromo-8-hydroxy-7,8,9,10-tetrahydro-5H-pyrido[1,2-a]Quinoxalin-6(6aH)-one BrC1=CC=2NC([C@H]3N(C2C=C1)CCC(C3)O)=O